3-iodo-6-methyl-1,4,6,7-tetrahydropyrazolo[4,3-c]Pyridine-5-carboxylic acid tert-butyl ester C(C)(C)(C)OC(=O)N1CC2=C(CC1C)NN=C2I